O1CCN(CC1)CC[C@H]1NC2=C(C=C(C=C2C1)S(=O)(=O)N)[N+](=O)[O-] (S)-2-(2-morpholinoethyl)-7-nitroindolin-5-sulfonamide